CC(C)OC(CCC\C=C/C[C@@H]1[C@H]([C@@H](C[C@@H]1O)O)CC[C@H](CCC1=CC=CC=C1)O)=O (Z)-7-[(1R,2R,3R,5S)-3,5-dihydroxy-2-[(3R)-3-hydroxy-5-phenylpentyl]cyclopentyl]hept-5-enoic acid prop-2-yl ester